NCC(C(OCCOCCOCCNC(OC(C)(C)C)=O)C)F Tert-butyl N-[2-[2-[2-(3-amino-2-fluoro-1-methyl-propoxy)ethoxy]ethoxyl]ethyl]carbamate